(S) or (R)-6-[[1-[3-[(2,2-Difluoro-1,3-benzodioxol-5-yl)-methyl-carbamoyl]phenyl]-3-(trifluoromethyl)-4,5,6,7-tetrahydroindazol-7-yl]oxy]pyridine-3-carboxylic acid FC1(OC2=C(O1)C=CC(=C2)N(C(=O)C=2C=C(C=CC2)N2N=C(C=1CCC[C@@H](C21)OC2=CC=C(C=N2)C(=O)O)C(F)(F)F)C)F |o1:26|